BrC1=C(C=C2N=C(C=3N(C2=C1)C=NC3)Cl)C#N 8-bromo-4-chloroimidazo[1,5-a]quinoxaline-7-carbonitrile